N-(2-(2-(3-((1-(2-((2R,5R)-2-(methoxymethyl)-5-methylpiperazin-1-yl)acetyl)-3,3-dimethyl-2,3-dihydro-1H-pyrrolo[3,2-b]pyridin-6-yl)methyl)phenoxy)ethoxy)ethyl)acetamide COC[C@@H]1N(C[C@H](NC1)C)CC(=O)N1CC(C2=NC=C(C=C21)CC=2C=C(OCCOCCNC(C)=O)C=CC2)(C)C